CN(NC1=CC=CC=C1)C1=C(C=CC=C1)C 2,2'-dimethylhydrazobenzene